[Na].[Na].C(CN)N.[Na].[Na] disodium ethylenediamine disodium salt